8-(tetrahydro-2H-pyran-4-yl)-5,8-dihydropyrido[2,3-d]pyrimidin-7(6H)-one O1CCC(CC1)N1C(CCC2=C1N=CN=C2)=O